N1N=C(N=C1)C(=O)[O-] 1,2,4-triazole-3-formate